2-(4'-bromophenyl)-3-chloro-6-bromobenzo[b]thiophene BrC1=CC=C(C=C1)C1=C(C2=C(S1)C=C(C=C2)Br)Cl